NC=1C=C(C=CC1OC1CC1)C(=O)N1CCC(CC1)C1=CC=C(C=C1)OC=1N=NC(=CC1)C(F)(F)F (3-amino-4-cyclopropoxyphenyl)(4-(4-((6-(trifluoromethyl)pyridazin-3-yl)oxy)phenyl)piperidin-1-yl)methanone